3-(5-Bromofuran-2-yl)-5,6-dihydroimidazo[1,5-a]pyrazine-7(8H)-carboxylic acid tert-butyl ester C(C)(C)(C)OC(=O)N1CC=2N(CC1)C(=NC2)C=2OC(=CC2)Br